Ethyl 1-(4-bromophenyl)-5-(methylthio)-1H-pyrazole-4-carboxylate BrC1=CC=C(C=C1)N1N=CC(=C1SC)C(=O)OCC